3-((tert-butyldimethylsilyl)oxy)-6-chloro-2-methylaniline [Si](C)(C)(C(C)(C)C)OC=1C(=C(N)C(=CC1)Cl)C